(R)-2-amino-3-(6-fluoro-7-methylthiothieno[3,2-b]pyridine-2-carboxamido)propionic acid N[C@@H](C(=O)O)CNC(=O)C1=CC2=NC=C(C(=C2S1)SC)F